ClC1=C(CC[C@@]2(CN(CCC2)C2=CC(=C(C(=C2)F)S(=O)(=O)NC2=NC=NC=C2)F)N(C)C)C(=CC=C1)Cl (R)-4-(3-(2,6-Dichlorophenethyl)-3-(dimethylamino)piperidin-1-yl)-2,6-difluoro-N-(pyrimidin-4-yl)benzenesulfonamide